Cl.N1CC(OCC1)C(C(C)NNC(NCC)=S)NNC(NCC)=S 2,2'-(1-(morpholin-2-yl)propane-1,2-diyl)bis(N-ethylhydrazine-1-thiocarboxamide) hydrochloride